ClC1=CC(=C(C=C1)CC(COC1OCCCC1)=O)C1CCCCC1 1-(4-chloro-2-cyclohexylphenyl)-3-[(oxan-2-yl)oxy]propan-2-one